C(C)(C)(C)OC(=O)N[C@H](C(=O)O)C (2S)-2-[(tert-butoxycarbonyl)amino]propanoic acid